[N+](=O)([O-])C1=CC=C(C[C@H](N)C(=O)O)C=C1 |r| 4-Nitro-DL-phenylalanine